6-oxo-octahydropyrrolo[1,2-a][1,5]Diazocine-3,8-dicarboxylic acid 3,8-dimethyl ester COC(=O)N1CCC2N(C(CC1)=O)C(CC2)C(=O)OC